CN1N=CC=C1OC1CNCC1 3-((1-methyl-1H-pyrazol-5-yl)oxy)pyrrolidin